NC=1C2=C(N=CN1)N(C(=C2C2=CC(=C(C=C2)OC2=NC=CC=C2)OC)C2=CC=C(C=C2)NC(C=C)=O)C N-(4-(4-amino-5-(3-methoxy-4-(pyridin-2-yloxy)phenyl)-7-methyl-7H-pyrrolo[2,3-d]pyrimidin-6-yl)phenyl)acrylamide